(±)-(1S,3R,5R,6S)-5-((6-(4-(((Butyl(methyl)carbamoyl)oxy)methyl)-3-methyl-isoxazol-5-yl)pyridin-3-yl)oxy)bicyclo[4.1.0]heptan C(CCC)N(C(=O)OCC=1C(=NOC1C1=CC=C(C=N1)O[C@@H]1CCC[C@H]2C[C@H]12)C)C |r|